5-chloro-2-(2-fluoro-4-pyridinyl)-4-(2-oxa-7-azaspiro[3.4]octan-7-yl)-1H-pyrimidin-6-one ClC1=C(N=C(NC1=O)C1=CC(=NC=C1)F)N1CCC2(COC2)C1